S(=O)(=O)([O-])[O-].ClC1=CC=C(C(=C1)Cl)Cl.[K+].[K+] potassium 2,4,5-trichlorobenzene sulfate